sec-butyl methacrylate (sec-butyl methacrylate) C(C)(CC)C=C(C(=O)O)C.C(C(=C)C)(=O)OC(C)CC